C(C)(C)(C)OC(=O)N[C@H](C(=O)N1[C@@H]([C@H]2[C@H]3[C@@H](C[C@@H]([C@H]2C1)C3)F)C(=O)OC)C(C)(C)C methyl (1S,2R,3S,6R,7S,9R)-4-[(2S)-2-[(tert-butoxycarbonyl)amino]-3,3-dimethylbutanoyl]-9-fluoro-4-azatricyclo[5.2.1.0^{2,6}]decane-3-carboxylate